C=C1C[C@H]2[C@@H]3CCC([C@@]3(C)CC[C@@H]2[C@]2(C=CC(C=C12)=O)C)=O 6-Methylenandrosta-1,4-diene-3,17-dione